S1CC=CC2=C1C=CC=C2 benzthiainine